7-oxabicyclo[2.2.1]Hept-2-yl-4-hexenoic acid C12C(CC(CC1)O2)C(C(=O)O)CC=CC